COC=1C=C2C(=NC=NC2=CC1OCCCN1CC(N(CC1)C)=O)C1=CC=C(C=C1)NC(CC1=CC=C(C=C1)C(F)(F)F)=O N-(4-(6-methoxy-7-(3-(4-methyl-3-oxopiperazin-1-yl)propoxy)quinazolin-4-yl)phenyl)-2-(4-(trifluoromethyl)phenyl)acetamide